C(CCC)N1C(CCCC1)C(=O)NC1=C(C=CC=C1C)C 1-butyl-N-(2,6-dimethylphenyl)piperidine-2-carboxamide